(S)-N-(5-(2-(2,2-Difluoroethyl)-8-morpholinoimidazo[1,2-a]pyridin-6-yl)-2-fluoro-4-methylphenyl)-3-(2,2,2-trifluoroethyl)pyrrolidine-1-carboxamide FC(CC=1N=C2N(C=C(C=C2N2CCOCC2)C=2C(=CC(=C(C2)NC(=O)N2C[C@@H](CC2)CC(F)(F)F)F)C)C1)F